O[C@H](COC=1C=C(C=CC1)S(=O)(=O)NC)CN[C@H]1COC2(C1)CCN(CC2)S(=O)(=O)C=2C=CC1=C(OCC(N1)=O)N2 3-((S)-2-hydroxy-3-((R)-8-(2-oxo-2,3-dihydro-1H-pyrido[2,3-b][1,4]oxazin-6-ylsulfonyl)-1-oxa-8-azaspiro[4.5]dec-3-ylamino)propoxy)-N-methylbenzenesulfonamide